(1-cyclopropyl-3-methylazetidin-3-yl)methanol C1(CC1)N1CC(C1)(C)CO